2-(benzofuran-2-yl)benzimidazole O1C(=CC2=C1C=CC=C2)C=2NC1=C(N2)C=CC=C1